C(C)OC(=O)C1=C(N(C2=CC=CC(=C12)CN1CCCCC1)O)C1=CC=C(C=C1)OC hydroxy-2-(4-methoxyphenyl)-4-(piperidin-1-ylmethyl)-1H-indole-3-carboxylic acid ethyl ester